[3-(4-Fluoro-pyridin-2-ylamino)-1-(2,2,2-trifluoro-ethyl)-1H-pyrazolo[4,3-c]pyridin-6-yl]-(4-cyclopropyl-4-hydroxypiperidin-1-yl)-methanone FC1=CC(=NC=C1)NC1=NN(C2=C1C=NC(=C2)C(=O)N2CCC(CC2)(O)C2CC2)CC(F)(F)F